CN(CCC1=CN(C2=CC=C(C=C12)OC)C([C@H](C(C)C)NC(OC(C)(C)C)=O)=O)C (S)-tert-butyl (1-(3-(2-(dimethylamino)ethyl)-5-methoxy-1H-indol-1-yl)-3-methyl-1-oxobutan-2-yl)-carbamate